phosphoglycerine P(=O)(O)(O)OCC(O)CO